ClC=1C(=NNC1NC(C=CC1=CC(=C(C=C1)C#N)F)=O)C1=CC=NC=C1 N-(4-chloro-3-(pyridin-4-yl)-1H-pyrazol-5-yl)-3-(4-cyano-3-fluorophenyl)propenamide